ClC(C1=NC(=NC(=N1)C(Cl)(Cl)Cl)C1=CC(=C(C=C1)OC)OC)(Cl)Cl 2,4-bis(trichloromethyl)-6-(3',4'-dimethoxyphenyl)-sym-triazine